4-methyl-1-phenyl-2,8-bis(trifluoromethyl)-1H-benzo[de][1,8]naphthyridine CC1=CC=C2C=C(N=C3N(C(=CC1=C23)C(F)(F)F)C2=CC=CC=C2)C(F)(F)F